4-((3-(5-(ethoxymethyl)-1,2,4-oxadiazol-3-yl)-2-methoxyPhenyl)amino)-N-(methyl-d3)nicotinamide C(C)OCC1=NC(=NO1)C=1C(=C(C=CC1)NC1=CC=NC=C1C(=O)NC([2H])([2H])[2H])OC